1H-1,2,3-triazol-5-yl-carbamate N1N=NC=C1NC([O-])=O